4-oxopimeloyl chloride O=C(CCC(=O)Cl)CCC(=O)Cl